C(C)(C)(C)OC(=O)NCC1=NN(C(=C1)C(=O)OC)[C@@H]1C[C@H](C1)O methyl 3-(((tert-Butoxycarbonyl) amino) methyl)-1-(trans-3-hydroxycyclobutyl)-1H-pyrazole-5-carboxylate